2-fluoro-4-(6-(trifluoromethyl)pyridin-2-yl)benzaldehyde FC1=C(C=O)C=CC(=C1)C1=NC(=CC=C1)C(F)(F)F